N-(2-cyanoethyl)-N,N-di(3,3-dimethylbut-1-yl)-amine C(#N)CCN(CCC(C)(C)C)CCC(C)(C)C